tert-butyl N-(2-aminoethyl)-N-(2-isopropoxyethyl)carbamate NCCN(C(OC(C)(C)C)=O)CCOC(C)C